C1(=CC=CC2=CC=CC=C12)[C@H]1[C@@H](CC1)C(=O)OC(C)(C)C Trans-tert-butyl 2-(naphthalen-1-yl)cyclobutane-1-carboxylate